N-Ethyl-6-{4-[1-(propan-2-yl)piperidin-4-yl]-1,4-diazepan-1-yl}pyridine-2-carboxamide C(C)NC(=O)C1=NC(=CC=C1)N1CCN(CCC1)C1CCN(CC1)C(C)C